19-iodo-4,6,8,10,12,14,16-heptamethylnonadecyl benzyloxymethyl ether C(C1=CC=CC=C1)OCOCCCC(CC(CC(CC(CC(CC(CC(CCCI)C)C)C)C)C)C)C